C(#N)C1=CC=2N(C3=CC=C(C=C3OC2C=C1)C#N)C 2,7-dicyano-10-methyl-phenoxazine